FC1=C(C=CC=C1)NC(C(=O)N1[C@@H](CC1)C(=O)N[C@@H](C[C@H]1C(NCC1)=O)C(COC(F)(F)F)=O)=O (S)-1-(2-((2-fluoro-phenyl)amino)-2-oxoacetyl)-N-((S)-3-oxo-1-((S)-2-oxopyrrolidin-3-yl)-4-(trifluoromethoxy)butan-2-yl)azetidine-2-carboxamide